(R)-5-(2-(3-(2-(1H-imidazol-1-yl)ethyl)-3-(ethoxymethyl)pyrrolidin-1-yl)propan-2-yl)-2-methylpyridine N1(C=NC=C1)CC[C@]1(CN(CC1)C(C)(C)C=1C=CC(=NC1)C)COCC